4-hydroxy-3-(phenyl-(p-tolyl)methyl)-2H-pyran-2-one OC1=C(C(OC=C1)=O)C(C1=CC=C(C=C1)C)C1=CC=CC=C1